2,3,6,7-tetrachloromethyl-1,4,5,8-tetramethylnaphthalene ClCC1=C(C2=C(C(=C(C(=C2C(=C1CCl)C)C)CCl)CCl)C)C